The molecule is a butane-1,3-diol of S-configuration. It is an enantiomer of a (R)-butane-1,3-diol. It derives from a hydride of a butane. C[C@@H](CCO)O